2-fluoro-2-(3-methoxy-1,2-oxazol-5-yl)-3-methylbutanoic acid FC(C(=O)O)(C(C)C)C1=CC(=NO1)OC